C(C(=C)C)(=O)OC(C)(C)CC t-pentyl methacrylate